FC(C=1C=C(C=CC1)N1CCC(CC1)C=O)(F)F (1-(3-(trifluoromethyl)phenyl)piperidin-4-yl)methanone